2-octylundecyl acrylate C(C=C)(=O)OCC(CCCCCCCCC)CCCCCCCC